[1,4]Oxazepine-5-one O1CC=NC(C=C1)=O